OS(=O)(=O)C(F)(F)F.FC(S(=O)(=O)O)(F)F trifluoromethanesulphonic acid (triflate)